F[C@H]1CN(CC[C@H]1NC1=C2C=C(N(C2=CC=C1)CC(F)(F)F)C1=NOC(=N1)CNC(=O)C=1N=CN(C1)C1CCOCC1)C N-{[3-(4-{[(3S,4R)-3-fluoro-1-methylpiperidin-4-yl]amino}-1-(2,2,2-trifluoroethyl)-1H-indol-2-yl)-1,2,4-oxadiazol-5-yl]methyl}-1-(oxan-4-yl)-1H-imidazole-4-carboxamide